Ethyl-5-(4-methoxybenzyl)-4-oxo-4,5,6,7-tetrahydropyrazolo[1,5-a]pyrazine-2-carboxylate C(C)OC(=O)C1=NN2C(C(N(CC2)CC2=CC=C(C=C2)OC)=O)=C1